(S)-6-(3-(5-chlorothiazol-2-yl)-1,2,4-oxadiazol-5-yl)-2,2-dimethyl-3,4-dihydro-2H-pyrano[2,3-b]pyridin-3-ol ClC1=CN=C(S1)C1=NOC(=N1)C=1C=C2C(=NC1)OC([C@H](C2)O)(C)C